Cl.Cl.FC(C(N)C=1C=NC=CC1)(F)F ALPHA-(trifluoromethyl)-3-pyridinemethylamine dihydrochloride